aluminium-zinc-indium [In].[Zn].[Al]